2-(3-(3-Isopropyl-2-(8-methoxy-[1,2,4]triazolo[1,5-a]pyridin-6-yl)-1H-indol-5-yl)piperidin-1-yl)-N,N-dimethylacetamid C(C)(C)C1=C(NC2=CC=C(C=C12)C1CN(CCC1)CC(=O)N(C)C)C=1C=C(C=2N(C1)N=CN2)OC